1-[4-({7-[1-(Propan-2-yl)-1H-1,2,4-triazol-5-yl]-5H-pyrrolo[2,3-b]pyrazin-2-yl}oxy)piperidin-1-yl]prop-2-en-1-one CC(C)N1N=CN=C1C1=CNC2=NC=C(N=C21)OC2CCN(CC2)C(C=C)=O